1-[(3R)-3,4-dimethylpiperazin-1-yl]propan C[C@@H]1CN(CCN1C)CCC